[Si](C)(C)(C(C)(C)C)O[C@H](C(=O)OC)CC1=CNC2=CC=CC=C12 methyl (S)-2-((tert-butyldimethylsilyl)oxy)-3-(1H-indol-3-yl)propanoate